5-(6-(difluoromethyl)-5-methylpyridin-3-yl)-9-fluoro-1,2-dihydro-spiro[benzo[e][1,4]diazepine-3,1'-cyclopropane] FC(C1=C(C=C(C=N1)C=1C2=C(NCC3(CC3)N1)C(=CC=C2)F)C)F